2-azaspiro[3.5]nonan-7-ol C1NCC12CCC(CC2)O